C(C)(C)N1N=C(C2=CC=CC=C2C1=O)C=1C=C(C=CC1)CCS(=O)(=O)N (3-(3-isopropyl-4-oxo-3,4-dihydro-phthalazin-1-yl)phenyl)ethyl-sulfonamide